C(C)C(CC)=CCCCC(CCC)C 3-ethyl-8-methylundec-3-ene